3-[(5-fluoropyrimidin-2-yl)amino]bicyclo[1.1.1]pentane-1-carboxylic acid FC=1C=NC(=NC1)NC12CC(C1)(C2)C(=O)O